C(C)N(CCC=1C(=C(C=O)C=CC1)O)CC 3-(2-(diethylamino)ethyl)-2-hydroxybenzaldehyde